[C@@H]12N(C[C@@H](NC1)C2)C=2C=CC(=NC2C)C2C(NC(CC2)=O)=O 3-(5-((1S,4S)-2,5-diazabicyclo[2.2.1]heptan-2-yl)-6-methylpyridin-2-yl)piperidine-2,6-dione